COC(C)OC(C(F)F)(F)F methoxy(1,1,2,2-tetrafluoroethoxy)ethane